(1r,2s)-1-phenyl-2-(1-pyrrolidinyl)-1-propanol C1(=CC=CC=C1)[C@H]([C@H](C)N1CCCC1)O